C(C)C=1N=C2N(C=C(N=C2CC2=C(C=CC=C2)F)C(=N)N)C1 ethyl-8-(2-fluorobenzyl)imidazo[1,2-a]pyrazine-6-carboxamidine